[2-(2-ethoxypyridin-3-yl)spiro[7,8-dihydro-6H-1,7-naphthyridine-5,4'-piperidine]-1'-yl]-[6-propoxy-2-(trifluoromethyl)pyridin-3-yl]methanone C(C)OC1=NC=CC=C1C1=NC=2CNCC3(CCN(CC3)C(=O)C=3C(=NC(=CC3)OCCC)C(F)(F)F)C2C=C1